NC1=NC=NN2C1=C(C=C2C2CCN(CC2)C(=O)C2CC2)Br 1-(4-(4-amino-5-bromopyrrolo[2,1-f][1,2,4]triazin-7-yl)piperidin-1-yl)(cyclopropyl)methanone